C[C@H](CCCC(C)C)[C@H]1CC[C@@H]2[C@@]1(CC[C@H]3C2=CC=C4[C@@]3(CC[C@@H](C4)O)C)C 7-dehydrocholesteroL